COC1=NC=CC(=C1)C(C)=O 1-(2-Methoxypyridin-4-yl)ethan-1-one